isopropyl (2R)-2-(3-((benzyloxy)carbonyl)thioureido)-5-cyano-2-(4-(1-(difluoromethyl)-1H-pyrazol-4-yl)phenyl)-4-methylpentanoate C(C1=CC=CC=C1)OC(=O)NC(N[C@](C(=O)OC(C)C)(CC(CC#N)C)C1=CC=C(C=C1)C=1C=NN(C1)C(F)F)=S